1,3-dimethyl-4-nitro-1H-pyrazole-5-carboxylic acid CN1N=C(C(=C1C(=O)O)[N+](=O)[O-])C